(R)-4-(1-((3-(difluoro-methyl)-1-methyl-1H-pyrazol-4-yl)sulfonyl)-1-fluoro-ethyl)-N-(2-fluoro-pyridin-4-yl)piperidine-1-carboxamide FC(C1=NN(C=C1S(=O)(=O)[C@@](C)(F)C1CCN(CC1)C(=O)NC1=CC(=NC=C1)F)C)F